2,4-diiodo-5-nitroisophthalic acid methyl ester COC(C1=C(C(C(=O)O)=C(C(=C1)[N+](=O)[O-])I)I)=O